2-methanesulfinyl-5-[2-(triisopropylsilyl)ethynyl]pyrido[2,3-d]pyrimidin-7-ylurea CS(=O)C=1N=CC2=C(N1)N=C(C=C2C#C[Si](C(C)C)(C(C)C)C(C)C)NC(=O)N